FC1=CC=C(C=C1)N1N=CC(=C1)S(=O)(=O)C1=CC=C(C=C1)CNC(=O)C1=CC=2C=NC=CC2N1 N-({4-[1-(4-fluorophenyl)-1H-pyrazole-4-sulfonyl]phenyl}methyl)-1H-pyrrolo[3,2-c]pyridine-2-carboxamide